5-amino-8-(2,6-dimethyl-4-pyridinyl)-2-[2-[2-(1-methylpyrrolidin-2-yl)azepan-1-yl]ethyl]-7-phenyl-[1,2,4]triazolo[4,3-c]pyrimidin-3-one NC1=NC(=C(C=2N1C(N(N2)CCN2C(CCCCC2)C2N(CCC2)C)=O)C2=CC(=NC(=C2)C)C)C2=CC=CC=C2